COC1=CC=C(C=C1)C1=NOC(=C1)C1=CC=C(C=C1)NC(C)=O N-(4-(3-(4-methoxyphenyl)isoxazol-5-yl)phenyl)acetamide